N2-(4-(4,4-dimethyl-1,4-azasilinan-1-yl)-2-methylphenyl)spiro[3.3]heptane-2,6-diamine C[Si]1(CCN(CC1)C1=CC(=C(C=C1)NC1CC2(C1)CC(C2)N)C)C